5-Chloro-1H-indole-2-carboxylic acid [(1S)-benzyl-2-(cis-3,4-dihydroxy-pyrrolidin-1-yl)-2-oxo-ethyl]-amide C(C1=CC=CC=C1)[C@@H](C(=O)N1C[C@H]([C@H](C1)O)O)NC(=O)C=1NC2=CC=C(C=C2C1)Cl